CC1(C[C@@H](NC=2N1N=CC2C(=O)NC(C(=O)N[C@@H](CC2=CC=CC=C2)C(=O)N)(CC)C2=CC=C(C=C2)CC)C2=CC=CC=C2)C 2-((((5R)-7,7-dimethyl-5-phenyl-4,5,6,7-tetrahydropyrazolo[1,5-a]pyrimidin-3-yl)carbonyl)amino)-2-(4-ethylphenyl)butanoyl-L-phenylalaninamide